N-(1-methyl-4-oxocyclohex-2,5-dien-1-yl)methanesulfonamide CC1(C=CC(C=C1)=O)NS(=O)(=O)C